C(OC1=NC=C(C(=C1)OC(F)F)Cl)(OC(C)(C)C)=O (5-chloro-4-(difluoromethoxy) pyridine-2-yl) tert-butyl carbonate